CC=1C=CC(=NC1)NC(=O)C=1C=C2CCCNC2=CC1 N-(5-methylpyridin-2-yl)-1,2,3,4-tetrahydroquinoline-6-carboxamide